N=C1SCC(N1C=1C=C(C(=O)OC)C=CC1C(C)C)=O methyl 3-(2-imino-4-oxothiazolidin-3-yl)-4-isopropylbenzoate